3-(4-chlorophenyl)-1,5-diphenylpentane-1,5-dione ClC1=CC=C(C=C1)C(CC(=O)C1=CC=CC=C1)CC(=O)C1=CC=CC=C1